tin-germanium-silicon [Si].[Ge].[Sn]